[Si](C)(C)(C(C)(C)C)O[C@@H]1C[C@H](C1)OC=1C=C(C=NC1)CO (5-(trans-3-((tert-butyldimethylsilyl)oxy)cyclobutoxy)pyridin-3-yl)methanol